(4-(4-((3-(3-chloro-2-fluoro-4-methoxyphenyl)imidazo[1,2-a]pyrazin-8-yl)amino)-2-methylbenzoyl)piperazin-1-yl)((2S,4R)-4-hydroxypyrrolidin-2-yl)methanone hydrochloride Cl.ClC=1C(=C(C=CC1OC)C1=CN=C2N1C=CN=C2NC2=CC(=C(C(=O)N1CCN(CC1)C(=O)[C@H]1NC[C@@H](C1)O)C=C2)C)F